FC1=CC=C(NC)C=C1 p-fluoro-N-methylaniline